[N-]=C=S.N1=CC=CC=C1 pyridine Isothiocyanate